calcium carbonat C([O-])([O-])=O.[Ca+2]